11-((2-(2,6-dioxopiperidin-3-yl)-1-oxoisoindolin-4-yl)thio)-N-(3-((3aR,4R,9bR)-4-(hydroxymethyl)-1-tosyl-2,3,3a,4,5,9b-hexahydro-1H-pyrrolo[3,2-c]quinolin-8-yl)phenyl)undecanamide O=C1NC(CCC1N1C(C2=CC=CC(=C2C1)SCCCCCCCCCCC(=O)NC1=CC(=CC=C1)C1=CC=2[C@H]3[C@@H]([C@@H](NC2C=C1)CO)CCN3S(=O)(=O)C3=CC=C(C)C=C3)=O)=O